(S)-N-(4-(3-aminopiperidin-1-yl)-5-((tetrahydro-2H-pyran-4-yl)ethanyl)pyridin-2-yl)-1-isopropyl-1H-pyrazolo[3,4-b]pyridin-6-amine N[C@@H]1CN(CCC1)C1=CC(=NC=C1CCC1CCOCC1)NC1=CC=C2C(=N1)N(N=C2)C(C)C